FC1=C(C(=CC=C1)F)C1NC2=CC=NN2C=2C=C(N=CC2N1)N1C[C@@H](OCC1)C (2S)-4-[8-(2,6-difluorophenyl)-2,3,7,9,12-pentazatricyclo[8.4.0.02,6]tetradeca-1(10),3,5,11,13-pentaen-13-yl]-2-methyl-morpholine